ClC=1C(=CC(=C(C1)NC=1C2=C(N=CN1)C=CC(=N2)O[C@@H]2CNCC2)F)OCC2COCC2 N-[5-Chloro-2-fluoro-4-(tetrahydrofuran-3-ylmethoxy)phenyl]-6-[(3S)-pyrrolidin-3-yl]oxy-pyrido[3,2-d]pyrimidin-4-amine